FC1=CC=C(C=C1)C=CC(=O)C1=CC=C(C=C1)C 3-(4-fluorophenyl)-1-(p-tolyl)prop-2-en-1-one